COC1CN(C1)CC1=CC=C(N=N1)C1=CC=C(C=C1)N1C[C@@H](CC1)OC=1C(=NC=2N(C1C)N=C(N2)C)C 6-[(3R)-1-[4-[6-[(3-methoxyazetidin-1-yl)methyl]pyridazin-3-yl]phenyl]pyrrolidin-3-yl]oxy-2,5,7-trimethyl-[1,2,4]triazolo[1,5-a]pyrimidine